O[C@H]1CN(C[C@@H]([C@H]1O)NC1=NC(=CN=C1)C(F)(F)F)C(CCCCC(=O)NCCCOC1=CC=C(OC2=C(C=C(CCNC(OC(C)(C)C)=O)C=C2)I)C=C1)=O tert-butyl (4-(4-(3-(6-((3S,4R,5S)-3,4-dihydroxy-5-((6-(trifluoromethyl)pyrazin-2-yl)amino)piperidin-1-yl)-6-oxohexanamido)propoxy)phenoxy)-3-iodophenethyl)carbamate